[N-](S(=O)(=O)C(F)(F)F)S(=O)(=O)C(F)(F)F.C(CCCCC)N1C(=[N+](C=C1)C)C 1-Hexyl-2-methyl-3-methylimidazolium Bis(trifluoromethylsulfonyl)imide